C(C)(C)(C)OC(=O)NCC(=O)N[C@H](C(=O)OC(C)(C)C)CC1=CC=CC=C1 (2S)-tert-butyl 2-(2-{[(tert-butoxy) carbonyl] amino} acetamido)-3-phenylpropionate